7-fluoro-2-hydrazinyl-N-methyl-N-Phenylquinazolin-4-amine FC1=CC=C2C(=NC(=NC2=C1)NN)N(C1=CC=CC=C1)C